(R)-N-((4-(6-(3-fluoropyrrolidin-1-yl)pyridin-3-yl)-1H-pyrrol-2-yl)methyl)pyridin-3-amine F[C@H]1CN(CC1)C1=CC=C(C=N1)C=1C=C(NC1)CNC=1C=NC=CC1